C(C1=CC=CC=C1)(=O)OC1CC(CC1)OC(F)(F)F 3-(trifluoromethoxy)cyclopentyl benzoate